CC(C=O)O methylglycolaldehyde